NC1=NC=C2N(C(N(C2=N1)[C@@H]1O[C@@H]([C@H]([C@H]1O)F)CO)=O)CC1=CC(=CC=C1)F 2-amino-9-((2R,3S,4S,5R)-4-fluoro-3-hydroxy-5-(hydroxymethyl)tetrahydrofuran-2-yl)-7-(3-fluorobenzyl)-7,9-dihydro-8H-purin-8-one